4-(4-(2-(1-(2-(2,6-dioxopiperidin-3-yl)-1,3-dioxoisoindolin-4-yl)piperidin-4-yl)acetyl)piperazin-1-yl)-N-(2-(((S)-2-methylpyrrolidin-1-yl)methyl)-1H-benzo[d]imidazol-5-yl)benzamide O=C1NC(CCC1N1C(C2=CC=CC(=C2C1=O)N1CCC(CC1)CC(=O)N1CCN(CC1)C1=CC=C(C(=O)NC2=CC3=C(NC(=N3)CN3[C@H](CCC3)C)C=C2)C=C1)=O)=O